FC1=CC=C(C=C1)C1=CC=C(C=N1)OC1=NC=C(C(=C1)C)[N+](=O)[O-] 2-((6-(4-fluorophenyl)pyridin-3-yl)oxy)-4-methyl-5-nitropyridin